2-(methylthio)-1-(2-(4-(5-methylthiophen-3-yl)-1H-imidazol-2-yl)piperidin-1-yl)propan-1-one CSC(C(=O)N1C(CCCC1)C=1NC=C(N1)C1=CSC(=C1)C)C